(S)-N-(N,N-dimethylamino)-2-(6-fluorobenzo[d]oxazol-2-yl)-6-methoxy-5-((4-methoxybenzyl)oxy)-1,2,3,4-tetrahydroisoquinoline-3-carboxamide CN(C)NC(=O)[C@H]1N(CC2=CC=C(C(=C2C1)OCC1=CC=C(C=C1)OC)OC)C=1OC2=C(N1)C=CC(=C2)F